2-phenoxyethyl isobutyrate C(C(C)C)(=O)OCCOC1=CC=CC=C1